2,4-dicumylphenyl-pentaerythritol diphosphite OP(O)OP(O)O.C(C)(C)(C1=CC=CC=C1)C1=C(C=CC(=C1)C(C)(C)C1=CC=CC=C1)C(O)C(CO)(CO)CO